(pyridin-4-yl)-[1,1'-biphenyl]-2-carbonitrile N1=CC=C(C=C1)C1=C(C(=CC=C1)C1=CC=CC=C1)C#N